N-(6-((5-chloro-2-((5-ethyl-2-methoxy-4-(4-morpholinopiperidin-1-yl)phenyl)amino)pyrimidin-4-yl)amino)-2,3-dihydrobenzo[b][1,4]dioxin-5-yl)methanesulfonamide ClC=1C(=NC(=NC1)NC1=C(C=C(C(=C1)CC)N1CCC(CC1)N1CCOCC1)OC)NC1=C(C2=C(OCCO2)C=C1)NS(=O)(=O)C